ONC(CCCCCCNC(C1=CC=C(C=C1)NC(=O)NC=1N(C2=CC=CC=C2C1)C)=O)=O N-(7-(hydroxyamino)-7-oxoheptyl)-4-(3-(1-methyl-1H-indol-2-yl)ureido)benzamide